C(CCCCC)N(C=1C(C=C(C(C1)=O)N(CCCCCC)CCCCCC)=O)CCCCCC 2,5-bis(dihexylamino)-1,4-benzoquinone